4-(benzyloxy)-9-methyl-8-(6-methyl-1-(tetrahydro-2H-pyran-2-yl)-5-(trifluoromethyl)-1H-indazol-4-yl)-2-(methylthio)-9H-pyrido[4',3':3,4]cyclopenta[1,2-d]pyrimidin-9-ol C(C1=CC=CC=C1)OC=1C2=C(N=C(N1)SC)C(C1=C2C=CN=C1C1=C2C=NN(C2=CC(=C1C(F)(F)F)C)C1OCCCC1)(O)C